9-[2-carboxy(4-cyclohexenyl)]carbonyloxyanthracene C(=O)(O)C1C(CC=CC1)C(=O)OC=1C2=CC=CC=C2C=C2C=CC=CC12